C(C(O)C1=CC=CC=C1)(=O)O.BrC=1C=C2C(=CNC2=CC1)C1CCN(CC1)CCCC1=CC=C(C=C1)C(F)(F)F 5-bromo-3-[1-[3-[4-trifluoromethylphenyl]propyl]-4-piperidinyl]-1H-indole mandelate